C1OCC2=CC(=CC=C12)NC1=CC(=NC(=N1)N1CCOCC1)[C@H](C)NC(C1=NC=C(C=C1)OC)=O (S)-N-(1-(6-((1,3-dihydroisobenzofuran-5-yl)amino)-2-morpholinopyrimidin-4-yl)ethyl)-5-methoxypicolinamide